5-(1,5-dimethyl-1H-pyrazol-3-yl)-1,3,4-oxadiazole CN1N=C(C=C1C)C1=NN=CO1